5-(isopropoxymethyl)-2-phenyl-N-(tetrahydro-2H-pyran-4-yl)-1H-indol-7-amine C(C)(C)OCC=1C=C2C=C(NC2=C(C1)NC1CCOCC1)C1=CC=CC=C1